(1-acetyl-1H-indole-3-carboxamido)-4-(isobutylamino)benzoic acid C(C)(=O)N1C=C(C2=CC=CC=C12)C(=O)NC1=C(C(=O)O)C=CC(=C1)NCC(C)C